4-(1H-pyrrolo[2,3-b]pyridin-4-yl)isoindolin-1-one N1C=CC=2C1=NC=CC2C2=C1CNC(C1=CC=C2)=O